FC=1C=C(C=CC1OC1=NC=C(C=C1)NC(C1=C(C(=C(C=C1)F)F)F)=O)CNC(OC(C)(C)C)=O tert-Butyl [3-fluoro-4-({5-[(2,3,4-trifluorobenzoyl)amino]pyridin-2-yl}oxy)phenyl]methylcarbamate